O1CC(C1)N1N=CC=2C1=NC(=CN2)N2CC1(C2)C(N(CC1)C1=CC(=NC=C1)C(F)(F)F)=O 2-[1-(oxetan-3-yl)-1H-pyrazolo[3,4-b]pyrazin-6-yl]-6-[2-(trifluoromethyl)pyridin-4-yl]-2,6-diazaspiro[3.4]octan-5-one